(9S)-9-ethyl-5-fluoro-1,9-dihydroxy-4-methyl-2,3,12,15-tetrahydrobenzo[de]pyrano-[3',4':6,7]indolizino[1,2-b]quinoline-10,13(1H,9H)-dione C(C)[C@]1(C(OCC=2C(N3CC=4C(=NC=5C=C(C(=C6C5C4C(CC6)O)C)F)C3=CC21)=O)=O)O